4-{[6-(difluoromethoxy)pyridin-3-yl]amino}-6-[(1H-indol-6-yl)amino]pyridine-2-carbonitrile FC(OC1=CC=C(C=N1)NC1=CC(=NC(=C1)NC1=CC=C2C=CNC2=C1)C#N)F